(2R)-1-(benzyloxy)-1-oxopropan-2-yl (2S)-2-[[(tert-butoxy)carbonyl](methyl)amino]-3-cyclopropylpropanoate C(C)(C)(C)OC(=O)N([C@H](C(=O)O[C@@H](C(=O)OCC1=CC=CC=C1)C)CC1CC1)C